C(C)(=O)C1=C(C=C(C=C1)Cl)C=1C(=NN(C(C1)=O)C(C(=O)O)CC1=CC=C(C=C1)Br)OC 2-(4-(2-acetyl-5-chlorophenyl)-3-methoxy-6-oxopyridazin-1(6H)-yl)-3-(4-bromophenyl)propionic acid